5-(5-(3-fluorobenzyl)pyridin-2-yl)-1-methyl-1H-indazole FC=1C=C(CC=2C=CC(=NC2)C=2C=C3C=NN(C3=CC2)C)C=CC1